CS(=O)(=O)N1CCC(CC1)C(C(=O)N)C(C)=O (1-(methylsulfonyl)piperidin-4-yl)-3-oxobutanamide